PYRIDAZINEDIONE C1=CN=NC(=O)C1=O